CC(CNCC=1NC2=CC(=CC=C2C1)CNC(=O)C=1C=C2C(=NC1)NC=C2)(C)C N-[[2-[(2,2-dimethylpropylamino)methyl]-1H-indol-6-yl]methyl]-1H-pyrrolo[2,3-b]pyridine-5-carboxamide